CC1(CCC=2C1=NC(=CC2[C@@H](C)N2C[C@H](CCC2)C)C(=O)N)C 7,7-dimethyl-4-((R)-1-((S)-3-methylpiperidin-1-yl)ethyl)-6,7-dihydro-5H-cyclopenta[b]pyridine-2-carboxamide